C(=CCCCCCCCCCC)C1C(=O)OC(CC1)=O dodecenyl-glutaric anhydride